C(C=C)(=O)N1CC2(C1)CN(CC2)C2=C(C(=NC(=N2)OC[C@H]2N(CCC2)C)N2[C@H](CCC2)C(=O)N)C#N (R)-1-(6-(2-acryloyl-2,6-diazaspiro[3.4]octan-6-yl)-5-cyano-2-(((S)-1-methylpyrrolidin-2-yl)methoxy)pyrimidin-4-yl)pyrrolidine-2-carboxamide